CC1=NC(=NN1)C1=CC=C(C=C1)C1=CN=C2C(=N1)N(C=N2)CCN2CCOCC2 6-(4-(5-methyl-1H-1,2,4-triazol-3-yl)phenyl)-1-(2-morpholinoethyl)-1H-imidazo[4,5-b]pyrazin